5-acetyl-N-(2-chloro-4-nitrophenyl)-2-hydroxybenzamide C(C)(=O)C=1C=CC(=C(C(=O)NC2=C(C=C(C=C2)[N+](=O)[O-])Cl)C1)O